silver gadoleate C(CCCCCCC\C=C/CCCCCCCCCC)(=O)[O-].[Ag+]